C[SiH](C1=CC=C(C=C1)[SiH](C)C)C 1,4-bis-dimethylsilylbenzene